4-[[6-[6-(3-cyclopropyl-1,2,4-triazol-1-yl)-2-azaspiro[3.3]heptane-2-carbonyl]-2,6-diazaspiro[3.3]heptane-2-yl]sulfonyl]benzamide C1(CC1)C1=NN(C=N1)C1CC2(CN(C2)C(=O)N2CC3(CN(C3)S(=O)(=O)C3=CC=C(C(=O)N)C=C3)C2)C1